BrC1=CC2=C(SC(=C2)CNC(OC2=CC=CC=C2)=O)C=C1 phenyl ((5-bromobenzo[b]thiophen-2-yl)methyl)carbamate